C(C)(C)(C)C=1C=C(C(=O)O)C=CC1NC1=CC(=CC=C1)C(NC(C)C)=O 3-tert-butyl-4-{[3-(isopropylcarbamoyl)phenyl]amino}benzoic acid